S1C2=C(C=C1)SC1=C2C=CC=C1 benzo[4,5]thieno[3,2-B]thiophene